2-hydroxy-N-((5-(2-((5-methoxybenzo[d]oxazol-2-yl)thio)acetyl)thiophen-2-yl)methyl)acetamide OCC(=O)NCC=1SC(=CC1)C(CSC=1OC2=C(N1)C=C(C=C2)OC)=O